3-(3,5-difluorophenyl)cyclobutane-1-amine FC=1C=C(C=C(C1)F)C1CC(C1)N